3-(4-methoxyphenyl)-N-(2-(nicotinamido)ethyl)-1,2,4-oxadiazole-5-carboxamide COC1=CC=C(C=C1)C1=NOC(=N1)C(=O)NCCNC(C1=CN=CC=C1)=O